C1(=CC=CC2=CC=CC=C12)C=1C=C2C=CC(=C(C2=CC1)C1=C(C=CC2=CC(=CC=C12)C1=CC=CC2=CC=CC=C12)OC1=CC=C(C(=O)O)C=C1)OC1=CC=C(C(=O)O)C=C1 4,4'-{(6,6'-bis(naphthalen-1-yl)[1,1'-binaphthalene]-2,2'-diyl)bis(oxy)}dibenzoic acid